ClC=1C=C(C=CC1)C(C(=O)C1=CC=NC=C1)(F)F 2-(3-Chlorophenyl)-2,2-difluoro-1-(pyridin-4-yl)ethan-1-one